OC[C@@H](C)NC(=O)C=1C=NC2=C(C=C(C=C2C1)OC)C1=CC=C(C=C1)C(C)(C)O (R)-N-(1-hydroxypropan-2-yl)-8-(4-(2-hydroxypropan-2-yl)phenyl)-6-methoxyquinoline-3-carboxamide